NC1=CC(=C(OC2=CC(=CN=N2)C(C)C)C(=C1)Cl)Cl 6-(4-amino-2,6-dichlorophenoxy)-4-isopropylpyridazin